NC1=C(C(=NN1C(C)C)C1=CC=C(C=C1)C(C(=O)NC1=NOC(=C1)CC(C)(C)C)C)C(=O)N 5-Amino-1-isopropyl-3-[4-[2-[[5-(2,2-dimethylpropyl)isoxazol-3-yl]amino]-1-methyl-2-oxo-ethyl]phenyl]pyrazole-4-carboxamide